(2-cyclopropyl-7-ethyl-4-oxo-furo[2,3-d]pyridazin-5-yl)acetic acid ethyl ester C(C)OC(CN1N=C(C2=C(C1=O)C=C(O2)C2CC2)CC)=O